tert-butyl 4-(4-(4-(4-(tert-butoxycarbonyl)piperazin-1-yl)-2-methylbenzamido)-2-methylphenyl)piperazine-1-carboxylate C(C)(C)(C)OC(=O)N1CCN(CC1)C1=CC(=C(C(=O)NC2=CC(=C(C=C2)N2CCN(CC2)C(=O)OC(C)(C)C)C)C=C1)C